NCC1=CC=C(C=C1)N1C(=NC=2C1=NC(=CC2)C)C=2C(=NC=CC2)N 3-(3-(4-(aminomethyl)phenyl)-5-methyl-3H-imidazo[4,5-b]pyridin-2-yl)pyridin-2-amine